ClC1=CC2=C(SC(=C2)C(=O)NC2=CC(=CC(=C2)S(=O)(=O)C)Cl)C=C1 5-chloro-N-(3-chloro-5-(methylsulfonyl)phenyl)benzo[b]thiophene-2-carboxamide